C12(CC1)CC=1C=CC=NC1CC2 spiro[7,8-dihydro-5H-quinolin-6,1'-cyclopropane]